ON=C(N[C@@H]1C[C@H](CC1)NC1=NC=C(C=C1)N1C(N(C(C1)=O)C)=O)N 2-hydroxy-1-((1s,3s)-3-((5-(3-methyl-2,4-dioxoimidazolidine-1-yl)pyridin-2-yl)amino)cyclopentyl)guanidine